OC(C#CC1=NN=C(S1)NC(C1=C(C=NC=C1)C1=C(C=CC=C1)OC)=O)(C)C N-(5-(3-hydroxy-3-methylbut-1-yn-1-yl)-1,3,4-thiadiazol-2-yl)-3-(2-methoxyphenyl)isonicotinamide